C(C)(=O)OC1=CC2=CC[C@H]3[C@@H]4CC[C@H]([C@@H](CCCC(C)C)C)[C@]4(CC[C@@H]3[C@]2(CC1)C)C 3-Acetoxy-Cholest-3,5-diene